NC=1C(=C(C=C2C=C(N=CC12)NC(=O)N[C@H](C)C=1C=NN(C1)C)C1=C(C2=C(OCCN2)N=C1)C)F 1-[8-amino-7-fluoro-6-(8-methyl-2,3-dihydro-1H-pyrido[2,3-b][1,4]oxazin-7-yl)-3-isoquinolyl]-3-[(1R)-1-(1-methylpyrazol-4-yl)ethyl]urea